C(CCCCCCCC)C1(OCCO1)CC(=O)N 2-(2-nonyl-1,3-dioxolan-2-yl)acetamide